OC1=C(C=C(C=N1)C(C(=O)N1CCN(CC1)C1=NC=C(C=N1)C(F)(F)F)=C)C(F)(F)F (6-hydroxy-5-(trifluoromethyl)pyridin-3-yl)-1-(4-(5-(trifluoromethyl)pyrimidin-2-yl)piperazin-1-yl)prop-2-en-1-one